C(C)(C)(C)OC(CN1N=C(C2=CC(=CC=C12)Br)C(C)=O)=O 2-(3-acetyl-5-bromo-1H-indazol-1-yl)acetic acid tert-butyl ester